2,2,2-trifluoroethyl (3-carbamoyl-5,6-dihydro-4H-cyclopenta[b]thiophen-2-yl)carbamate C(N)(=O)C=1C2=C(SC1NC(OCC(F)(F)F)=O)CCC2